Benzyl (2-(2-(((1R,5S,6s)-3-azabicyclo[3.1.0]hexan-6-yl)oxy)-6-(4-fluorophenyl)pyridin-4-yl)-2-methylpropyl)carbamate hydrochloride Cl.[C@@H]12CNC[C@H]2C1OC1=NC(=CC(=C1)C(CNC(OCC1=CC=CC=C1)=O)(C)C)C1=CC=C(C=C1)F